2-[[3-(1-tert-butoxycarbonyl-3,6-dihydro-2H-pyridin-4-yl)-6-chloro-4-quinolyl]amino]benzoic acid C(C)(C)(C)OC(=O)N1CCC(=CC1)C=1C=NC2=CC=C(C=C2C1NC1=C(C(=O)O)C=CC=C1)Cl